ClC=1C(=NC(=NC1)NC1=C(C=C(C=C1)N1CCC(CC1)N(C)C)OC)NC=1C=CC=C2C=CN(C12)S(=O)(=O)C chloro-N2-(4-(4-(dimethylamino)piperidin-1-yl)-2-methoxyphenyl)-N4-(1-(methylsulfonyl)indol-7-yl)pyrimidine-2,4-diamine